1-[(4-methoxy-2-methyl-phenyl)carbamothioyl]-3-[[3-[1-[4-(trifluoromethoxy)phenyl]-1H-1,2,4-triazol-3-yl]phenyl]methyl]urea COC1=CC(=C(C=C1)NC(=S)NC(=O)NCC1=CC(=CC=C1)C1=NN(C=N1)C1=CC=C(C=C1)OC(F)(F)F)C